O=C1N(C(CCC1)=O)C1=C(C#N)C=C(C=C1)[N+](=O)[O-] 2-(2,6-dioxopiperidin-1-yl)-5-nitrobenzonitrile